The molecule is a diol that is hepta-4,6-diene-2,3-diol substituted by a 3-methylpyridin-2-yl group at position 7 (the 2R,3S,4E,6E stereoisomer). It is isolated from the culture broth of Kitasatospora sp. IFM10917 and exhibits cytotoxicity against human colon carcinoma cells. It has a role as a metabolite and an antineoplastic agent. It is a member of pyridines, a diol and a secondary alcohol. CC1=C(N=CC=C1)/C=C/C=C/[C@@H]([C@@H](C)O)O